C12N[C@@H](C(CC1)CC2)C(=O)N2CCC(CC2)C(=O)C2=CN(C1=CN=CC=C12)C1=C(C(=O)N(C(C)C)CC)C=C(C=C1)F (S)-2-(3-(1-(2-Azabicyclo[2.2.2]octane-3-carbonyl)piperidine-4-carbonyl)-1H-pyrrolo[2,3-c]pyridin-1-yl)-N-ethyl-5-fluoro-N-isopropylbenzamide